NC1=C(C2=C(S1)C(C(CC2)(C2=NC(=NO2)C)CC2CC2)=O)C(=O)NC2CC2 2-Amino-N-cyclopropyl-6-(cyclopropylmethyl)-6-(3-methyl-1,2,4-oxadiazol-5-yl)-7-oxo-4,5,6,7-tetrahydrobenzo[b]thiophene-3-carboxamide